BrC1=CC=C2C(NC(=NC2=C1C)CSC1CCOCC1)=O 7-bromo-8-methyl-2-(((tetrahydro-2H-pyran-4-yl)thio)methyl)quinazolin-4(3H)-one